P(=O)(O)(O)O.CN1CCCCC1 N-methyl-piperidine hydrogen phosphate